7-(Dimethylamino)-N-(4-methoxyphenyl)-1-methyl-2-oxo-quinoline-3-carboxamide CN(C1=CC=C2C=C(C(N(C2=C1)C)=O)C(=O)NC1=CC=C(C=C1)OC)C